FC(C(=O)OCCCCCCCC(C)C)(F)F isodecyl trifluoroacetate